2-furfurylalcohol C1=COC(=C1)CO